BrC1=C(C=C(C=C1C(C)C)C(C)C)C(C)C 1-Bromo-2,4,6-triisopropylbenzene